(R)-N-(1-(3-(difluoromethyl)-2-fluorophenyl)ethyl)-6-((4,4-difluoropiperidin-1-yl)sulfonyl)-2-methylpyrido[3,4-d]pyrimidin-4-amine FC(C=1C(=C(C=CC1)[C@@H](C)NC=1C2=C(N=C(N1)C)C=NC(=C2)S(=O)(=O)N2CCC(CC2)(F)F)F)F